C1(CCCC1)C(CN1[C@@H](CCN2C1=NC(=CC2=O)N2[C@@H](COCC2)C)C(F)(F)F)=O (S)-9-(2-Cyclopentyl-2-oxoethyl)-2-((R)-3-methylmorpholin-4-yl)-8-trifluoromethyl-6,7,8,9-tetrahydropyrimido[1,2-a]pyrimidin-4-one